4-oxo-2,4,6,7-tetrahydro-5H-pyrrolo[3,4-c]pyridine-5-carboxylic acid tert-butyl ester C(C)(C)(C)OC(=O)N1C(C=2C(CC1)=CNC2)=O